(pyridin-3-ylmethyl)benzene-1,2-diamine N1=CC(=CC=C1)CC1=C(C(=CC=C1)N)N